ethyl 2-chloropyrrolo[2,1-f][1,2,4]triazine-4-carboxylate ClC1=NN2C(C(=N1)C(=O)OCC)=CC=C2